2,4-dichloro-[1,3,5]triazine ClC1=NC=NC(=N1)Cl